N-(4-fluorophenyl)-2-{methyl[2-(1-methyl-1H-imidazol-4-yl)-5H,6H,7H-cyclopenta[d]pyrimidin-4-yl]amino}acetamide FC1=CC=C(C=C1)NC(CN(C=1C2=C(N=C(N1)C=1N=CN(C1)C)CCC2)C)=O